2,5-dimethylpyrazolo[1,5-A]pyrimidine-3,7-diamine CC1=NN2C(N=C(C=C2N)C)=C1N